dopa 4-phosphate C1=CC(=C(C=C1C[C@@H](C(=O)O)N)O)OP(=O)(O)O